bis(2,4-dimethyl-1,3-pentadienyl)ruthenium CC(=C[Ru]C=C(C=C(C)C)C)C=C(C)C